methyl (6-hydroxy-10-(piperidin-1-yl)-[1,2,4]triazolo[5,1-a]isoquinoline-5-carbonyl)glycinate OC1=C(N2C(C3=C(C=CC=C13)N1CCCCC1)=NC=N2)C(=O)NCC(=O)OC